4-chloro-N'-hydroxy-1-oxo-3-(1-((5-oxo-5,8-dihydropyrido[2,3-d]pyrimidin-4-yl)amino)ethyl)-2-phenyl-1,2-dihydroisoquinoline-8-carboximidoylamide ClC1=C(N(C(C2=C(C=CC=C12)C(=N)[NH-])=O)C1=CC=CC=C1)C(C)NC1=C2C(=NCN1O)NC=CC2=O